FC(C(C(F)(F)F)(O)C1=CC=C(C=C)C=C1)(F)F 4-(1,1,1,3,3,3-hexafluoro-2-hydroxypropyl)-styrene